Tert-butyl-2-(benzo[d]thiazol-5-yl)-1-azaspiro[3.3]hept-2-ene-1-carboxylic acid tert-butyl ester C(C)(C)(C)OC(=O)N1C(=C(C12CCC2)C(C)(C)C)C=2C=CC1=C(N=CS1)C2